10-phenyl-10H-spiro[acridine-9,9'-fluorene] C1(=CC=CC=C1)N1C=2C=CC=CC2C2(C3=CC=CC=C3C=3C=CC=CC23)C2=CC=CC=C12